2,3,4,6-tetrafluoro-5-nitrophenol FC1=C(C(=C(C(=C1F)F)[N+](=O)[O-])F)O